1,4-bis(isocyanatomethyl)cyclohexane N-(2-((4-((4-(4-cyano-6-methylpyrimidin-2-yl)piperazin-1-yl)sulfonyl)phenyl)carbamoyl)phenyl)-N-(methylsulfonyl)glycinate C(#N)C1=NC(=NC(=C1)C)N1CCN(CC1)S(=O)(=O)C1=CC=C(C=C1)NC(=O)C1=C(C=CC=C1)N(CC(=O)O)S(=O)(=O)C.N(=C=O)CC1CCC(CC1)CN=C=O